FC(C=1C=C(C=CC1N1N=CC=C1)NC(=O)C=1C=NN(C1C1CC1)C1=CC=CN2C1=NC=CC2=O)(F)F N-(3-trifluoromethyl-4-(1H-pyrazol-1-yl)phenyl)-1-(4-oxo-4H-pyrido[1,2-a]pyrimidin-9-yl)-5-cyclopropyl-1H-pyrazole-4-carboxamide